Iron (III) diaminocyclohexane NC1(CCCCC1)N.[Fe+3]